O[C@H]1[C@@H](COC1)N1C=NC2=C(C1=O)C=C(N=C2C=2C=NN(C2)C)C2=CN=C(S2)C(F)(F)F 3-((3R,4S)-4-hydroxytetrahydrofuran-3-yl)-8-(1-methyl-1H-pyrazol-4-yl)-6-(2-(trifluoromethyl)thiazol-5-yl)pyrido[3,4-d]pyrimidin-4(3H)-one